alpha-galacturonate O[C@@H]1[C@H](O)[C@@H](O)[C@@H](O)[C@H](O1)C(=O)[O-]